1-[(3,4-dibromo-5-chloro-2-thienyl)sulfonyl]-3-methyl-guanidine BrC1=C(SC(=C1Br)Cl)S(=O)(=O)NC(=N)NC